NC1=NN(C(=C1)C1(CC2CC(CC2C1)C=1N=CN(C1C(=O)NC1=CC(=C(C=C1)F)Cl)C)O)C(C)C 4-(5-(3-Amino-1-isopropyl-1H-pyrazol-5-yl)-5-hydroxyoctahydropentalen-2-yl)-N-(3-chloro-4-fluorophenyl)-1-methyl-1H-imidazole-5-carboxamide